1-(4-bromo-2-(6-azaspiro[2.5]oct-6-yl)phenyl)-3-(2-(4,4-difluoropiperidin-1-yl)-6-methylpyrimidin-4-yl)propane-1,3-dione BrC1=CC(=C(C=C1)C(CC(=O)C1=NC(=NC(=C1)C)N1CCC(CC1)(F)F)=O)N1CCC2(CC2)CC1